N-benzhydrylpyridine bromide salt [Br-].C(C1=CC=CC=C1)(C1=CC=CC=C1)N1CC=CC=C1